1,3,4-oxa-diazole O1C=NN=C1